4-bromo-1-(4-(tert-butoxycarbonyl)benzyl)-6-phenoxy-1H-indole-2-carboxylic acid BrC1=C2C=C(N(C2=CC(=C1)OC1=CC=CC=C1)CC1=CC=C(C=C1)C(=O)OC(C)(C)C)C(=O)O